NC1=C(C(=CC=C1)C=1N(C=CN1)C(F)F)NC(CCCCNC(OC(C)(C)C)=O)C tert-butyl (5-((2-amino-6-(1-(difluoromethyl)-1H-imidazol-2-yl)phenyl)amino)hexyl)carbamate